N,N-dimethyl-N-octadecyl-amine CN(CCCCCCCCCCCCCCCCCC)C